1-(3-(4-(trifluoromethyl)phenyl)-1-oxa-7-azaspiro[4.4]non-2-en-7-yl)prop-2-en-1-one FC(C1=CC=C(C=C1)C1=COC2(C1)CN(CC2)C(C=C)=O)(F)F